NC1=C(C=2C(=NC=C(C2S1)F)C=1C2=C(C=3C=NC(=NC3C1F)N1C[C@@H]3N(CCN([C@@H]3C1)C)C)COC2)C#N 2-Amino-4-(3-((4aR,7aS)-1,4-dimethyloctahydro-6H-pyrrolo[3,4-b]pyrazin-6-yl)-5-fluoro-7,9-dihydrofuro[3,4-f]quinazolin-6-yl)-7-fluorothieno[3,2-c]pyridine-3-carbonitrile